N1C=NC2=C1C=CC(=C2)C=2N=C1C(=C(C=NC1=CC2)C(C)=O)NC2CCC(CC2)CN(C)C 1-(6-(1H-benzo[d]imidazol-5-yl)-4-(4-((dimethylamino)methyl)cyclohexylamino)-1,5-naphthyridin-3-yl)ethanone